2-(Perfluorodecyl)acrylic acid ethyl ester C(C)OC(C(=C)C(C(C(C(C(C(C(C(C(C(F)(F)F)(F)F)(F)F)(F)F)(F)F)(F)F)(F)F)(F)F)(F)F)(F)F)=O